4-((2-methylpyridin-3-yl)oxy)aniline tert-butyl-4-(aminomethyl)-4-methylpiperidine-1-carboxylate C(C)(C)(C)OC(=O)N1CCC(CC1)(C)CN.CC1=NC=CC=C1OC1=CC=C(N)C=C1